Methyl 2-(2-bromothiazol-4-yl)-2-methylpropanoate BrC=1SC=C(N1)C(C(=O)OC)(C)C